6-chloro-5'-(5-chloro-2-methylphenyl)-2'-(4-fluoro-2-methoxyphenyl)-3'-isopropyl-3'H-spiro[indoline-3,4'-pyrrolo[3,4-d]imidazole]-2,6'(5'H)-dione ClC1=CC=C2C(=C1)NC(C21N(C(C=2N=C(N(C21)C(C)C)C2=C(C=C(C=C2)F)OC)=O)C2=C(C=CC(=C2)Cl)C)=O